BrC=1C(=NN(C1)C)C(=O)N1CCN(CC1)CCC1=CC=C(C=C1)OC (4-Bromo-1-methyl-1H-pyrazol-3-yl)-{4-[2-(4-methoxy-phenyl)-ethyl]-piperazin-1-yl}-methanone